C(C)(=O)OC(C(=C)C)C1=NC=C(C(=C1)C)Br 1-(5-bromo-4-methylpyridin-2-yl)-2-methylallyl acetate